CC1=C(C=CC=C1C)N1CCN(CC1)C(CN1N=C(C2=C1CCC2)C(=O)N2[C@H](C[C@@H](CC2)O)C)=O 1-[4-(2,3-dimethylphenyl)piperazin-1-yl]-2-{3-[(2S,4R)-4-hydroxy-2-methylpiperidine-1-carbonyl]-5,6-dihydrocyclopenta[c]pyrazol-1(4H)-yl}ethan-1-one